(R)-1-(3-((4-((4-((1-(3-amino-5-(trifluoromethyl)phenyl)ethyl)amino)-7-methoxy-2-methylquinazolin-6-yl)oxy)piperidin-1-yl)methyl)phenyl)dihydropyrimidine-2,4(1H,3H)-dione NC=1C=C(C=C(C1)C(F)(F)F)[C@@H](C)NC1=NC(=NC2=CC(=C(C=C12)OC1CCN(CC1)CC=1C=C(C=CC1)N1C(NC(CC1)=O)=O)OC)C